1-[4-(3-methoxy-3-methylazetidin-1-yl)pyridin-2-yl]-N-(1-methylindazol-7-yl)pyrazole-4-sulfonamide COC1(CN(C1)C1=CC(=NC=C1)N1N=CC(=C1)S(=O)(=O)NC=1C=CC=C2C=NN(C12)C)C